COC1=C(C=C(C=C1[N+](=O)[O-])CCO)C1=NC=C(C=N1)OC 2-(4-methoxy-3-(5-methoxypyrimidin-2-yl)-5-nitrophenyl)ethanol